C(CCCCCCCCC=CC)O 10-Dodecen-1-ol